N-(4-(2-(((2r,5r)-aminooctahydropentalen-2-yl)amino)-8-ethylquinazolin-6-yl)-2-fluorophenyl)-2-chlorobenzenesulfonamide NC1[C@@H](CC2CCCC12)NC1=NC2=C(C=C(C=C2C=N1)C1=CC(=C(C=C1)NS(=O)(=O)C1=C(C=CC=C1)Cl)F)CC